4-Bromo-2,6-dimethylphenylisocyanat BrC1=CC(=C(C(=C1)C)N=C=O)C